C(C)(=O)C=1C(=NC(=CC1)N1C=NC2=C1C=CC(=C2)NC=2N=NC(=CC2)C)N2C[C@H](C[C@H]2C)C#N (3S,5R)-1-[3-acetyl-6-[5-[(6-methylpyridazin-3-yl)amino]benzimidazol-1-yl]-2-pyridyl]-5-methyl-pyrrolidine-3-carbonitrile